Cyclopropyl(3-((5,7-difluoro-2-(4-fluorophenyl)-1H-indol-3-yl)methyl)pyrrolidin-1-yl)methanone C1(CC1)C(=O)N1CC(CC1)CC1=C(NC2=C(C=C(C=C12)F)F)C1=CC=C(C=C1)F